FC1=CC=C(C=C1)[C@@H]1N(CCC2=CC=CC=C12)C(=O)O[C@@H]1C[C@H](C1)CN (trans)-3-(aminomethyl)cyclobutyl (S)-1-(4-fluorophenyl)-3,4-dihydroisoquinoline-2(1H)-carboxylate